[H+].CN/C(=C\[N+](=O)[O-])/NCCSCC1=CC=C(O1)CN(C)C.[Cl-] N-[2-[[5-[(dimethylamino)methyl]furfuryl]thio]ethyl]-N'-methyl-2-nitrovinylidenediamine monohydrochloride